(1-(6-(3-fluoro-4-morpholinophenyl)-2-(1-methyl-1H-pyrazol-4-yl)pyrimidin-4-yl)piperidin-4-yl)methanol FC=1C=C(C=CC1N1CCOCC1)C1=CC(=NC(=N1)C=1C=NN(C1)C)N1CCC(CC1)CO